N1C=CC=2C(=CC=CC12)C(=O)N 1H-indole-4-carboxamide